(E)-3-(2,2-dimethyl-2H-benzopyran-6-yl)-N-phenylacrylamide CC1(OC2=C(C=C1)C=C(C=C2)/C=C/C(=O)NC2=CC=CC=C2)C